BrC1=CC=C2C(=NN(C2=C1)CC1=CC=C(C=C1)OC)N(C(OC(C)(C)C)=O)C tert-butyl N-{6-bromo-1-[(4-methoxyphenyl)methyl]indazol-3-yl}-N-methylcarbamate